trans-1-tert-butyl 2-methyl-3-ethylpyrrolidine-1,2-dicarboxylate C[C@]1(N(CC[C@H]1CC)C(=O)OC(C)(C)C)C(=O)[O-]